NC1=CC=C2C(=CC(=CC2=C1)S(=O)(=O)O)OCCCCS(=O)(=O)O 7-amino-4-(4-sulfobutoxy)naphthalene-2-sulfonic acid